3-ethyl-3-[5-[2-[4-(trifluoromethyl)anilino]-3-pyridyl]-1,3,4-oxadiazol-2-yl]pyrrolidin-2-one C(C)C1(C(NCC1)=O)C=1OC(=NN1)C=1C(=NC=CC1)NC1=CC=C(C=C1)C(F)(F)F